1,4-bis(4-pyridylaminomethyl)benzene N1=CC=C(C=C1)NCC1=CC=C(C=C1)CNC1=CC=NC=C1